6-methyl-4-oxo-4H-pyrido[1,2-a]pyrimidine-3-carbaldehyde CC1=CC=CC=2N1C(C(=CN2)C=O)=O